ClC1=CC=C(C=C1)C(C)(C#C)C=1N=C(SC1)NC(C)=O N-(4-(2-(4-chlorophenyl)but-3-yn-2-yl)thiazol-2-yl)acetamide